8-bromo-5-chloro-7-methyl-[1,2,4]triazolo[4,3-c]pyrimidine BrC=1C=2N(C(=NC1C)Cl)C=NN2